5-(2-(((S)-sec-butyl)amino)-7H-pyrrolo[2,3-d]pyrimidin-5-yl)-N-((R)-1,1,1-trifluoropropan-2-yl)pyrazolo[1,5-a]pyridine-3-carboxamide [C@H](C)(CC)NC=1N=CC2=C(N1)NC=C2C2=CC=1N(C=C2)N=CC1C(=O)N[C@@H](C(F)(F)F)C